5-bromo-2-(1-ethylpiperidin-3-yl)oxazolo[4,5-b]pyridine BrC1=CC=C2C(=N1)N=C(O2)C2CN(CCC2)CC